fructosyl-glutamic acid OCC1([C@@H](O)[C@H](O)[C@H](O1)CO)N[C@@H](CCC(=O)O)C(=O)O